4-[7-fluoro-1-(pyridin-3-ylmethyl)benzimidazol-2-yl]-5-methyl-1,2,5-thiadiazole FC1=CC=CC2=C1N(C(=N2)C2=CNSN2C)CC=2C=NC=CC2